CN1C(=NN=C1)C[C@@H](C)C=1C=C(C=CC1)C1=NN2C(C=CC=C2C(F)(F)F)=N1 (R)-2-(3-(1-(4-methyl-4H-1,2,4-triazol-3-yl)propan-2-yl)phenyl)-5-(trifluoromethyl)-[1,2,4]triazolo[1,5-a]pyridine